CN1C(C=NC2=CC=CC=C12)=O N-methyl-quinoxaline-2(1H)-one